3-(2-(dimethylamino)ethyl)quinazolin-4(3H)-one CN(CCN1C=NC2=CC=CC=C2C1=O)C